(S)-4-amino-9-ethyl-5-fluoro-9-hydroxy-1,9,12,15-tetrahydro-13H-pyrano[3',4':6,7]indolizino[1,2-b]thiopyrano[4,3,2-de]quinoline-10,13(2H)-dione NC1=C2C=3C(=C4C(=NC3C=C1F)C1=CC3=C(C(N1C4)=O)COC([C@]3(O)CC)=O)CCS2